C(CC=C)([2H])([2H])N(C(OC(C)(C)C)=O)[C@H](C([2H])([2H])O[Si](C1=CC=CC=C1)(C1=CC=CC=C1)C(C)(C)C)CC=C tert-Butyl (S)-(but-3-en-1-yl-1,1-d2)(1-((tert-butyldiphenylsilyl)oxy)pent-4-en-2-yl-1,1-d2)carbamate